[5-(2-methoxyethoxy)pyridin-2-yl]methanol COCCOC=1C=CC(=NC1)CO